4,5-dibromo-1-(difluoromethyl)-1H-imidazole BrC=1N=CN(C1Br)C(F)F